Disilanen [SiH2]=[SiH2]